(S)-6-(2-((2,5-Bis(trifluoromethyl)pyrazolo[1,5-a]pyrimidin-7-yl)amino)-1-(4-fluorophenyl)ethyl)-2,6-diazaspiro[3.4]octane-2-carboxamide FC(C1=NN2C(N=C(C=C2NC[C@H](C2=CC=C(C=C2)F)N2CC3(CN(C3)C(=O)N)CC2)C(F)(F)F)=C1)(F)F